N-(2-chloro-5-methoxyphenyl)-2-fluoroacetamide ClC1=C(C=C(C=C1)OC)NC(CF)=O